pyrimidine-2,5(3H,6H)-dione N1C(NCC(C1)=O)=O